6-bromo-N-[3-methyl-4-[(5-methylpyrazin-2-yl)oxy]phenyl]quinazolin-4-amine BrC=1C=C2C(=NC=NC2=CC1)NC1=CC(=C(C=C1)OC1=NC=C(N=C1)C)C